3,3-Bis(4-chlorophenyl)-1-(1,3-dithian-2-ylidene)-2-phenylallyl 4-methoxybenzoate COC1=CC=C(C(=O)OC(C(=C(C2=CC=C(C=C2)Cl)C2=CC=C(C=C2)Cl)C2=CC=CC=C2)=C2SCCCS2)C=C1